5-[(3R,5S)-3-amino-5-methylpiperidin-1-yl]quinolin-8-ol hydrochloride Cl.N[C@H]1CN(C[C@H](C1)C)C1=C2C=CC=NC2=C(C=C1)O